1-hydroxyethylimidazole bis(trifluoromethanesulfonyl)imide salt [N-](S(=O)(=O)C(F)(F)F)S(=O)(=O)C(F)(F)F.OC(C)C=1NC=CN1